2-(4-Fluorophenyl)-3-[2-methyl-4-(pent-2-yn-1-yloxy)phenyl]-1,3-thiazolidin-4-one FC1=CC=C(C=C1)C1SCC(N1C1=C(C=C(C=C1)OCC#CCC)C)=O